C(C)(=O)N1CC2=C(CC1)C(=NN2C=2C=CC=C1C=C(N=CC21)C=2C=CC(=NC2)C(=O)OC)CC Methyl 5-(8-(6-acetyl-3-ethyl-4,5,6,7-tetrahydro-1H-pyrazolo[3,4-c]pyridin-1-yl)isoquinolin-3-yl)picolinate